C(C)OC(=O)C1CN(CCC1)CCO (2-hydroxyethyl)piperidine-3-carboxylic acid ethyl ester